F[C@H]1CN(CC[C@H]1NC=1C=2N(C=CC1)C(=C(N2)C#CCNC=2C(=CC(=NC2)C(=O)NC)OC)SC(F)(F)F)C 5-((3-(8-(((3S,4R)-3-fluoro-1-methylpiperidin-4-yl)amino)-3-((trifluoromethyl)thio)imidazo[1,2-a]pyridin-2-yl)prop-2-yn-1-yl)amino)-4-methoxy-N-methylpicolinamide